1,4-bis(1-methylpropyl)benzene prop-2-en-1-yl-(1-cyanocyclopropyl)carbamate C(C=C)N(C(O)=O)C1(CC1)C#N.CC(CC)C1=CC=C(C=C1)C(CC)C